CC1(CC2(C3=CC=CC=C13)C1=CC=CC=C1C=1C=CC(=CC12)N(C1=CC=2C(C3=CC=CC=C3OC2C=C1)(C)C)C1=CC=2C(C3=CC=CC=C3C2C=C1)(C)C)C N-(3',3'-dimethyl-2',3'-dihydrospiro-[fluoren-9,1'-inden]-2-yl)-N-(9,9-dimethyl-9H-fluoren-2-yl)-9,9-dimethyl-9H-xanthen-2-amine